IC=1C(=CC(=C(OC=2C(=NC(=NC2)N)N)C1)C(C)C)OCC1=CC(=C(C(=C1)OC)OC)OC 5-[5-Iodo-2-isopropyl-4-(3,4,5-trimethoxy-benzyloxy)-phenoxy]-pyrimidine-2,4-diamine